6'H-spiro[piperidine-4,5'-pyrrolo[1,2-b]pyrazole]-4'-amine (trifluoroacetate) FC(C(=O)O)(F)F.N1N2C(C=C1)=C(C1(C2)CCNCC1)N